N-(4-chloro-2-methylbenzyl)-1-(((3S)-1-((3-cyano-1-azetidinyl)sulfonyl)-3-piperidinyl)carbonyl)-D-prolinamide ClC1=CC(=C(CNC([C@@H]2N(CCC2)C(=O)[C@@H]2CN(CCC2)S(=O)(=O)N2CC(C2)C#N)=O)C=C1)C